(R)-1-(2-((6-(4-methylpiperazin-1-yl)pyridazin-3-yl)amino)-8-(piperidin-1-yl)pyrido[3,4-d]pyrimidin-6-yl)ethanol CN1CCN(CC1)C1=CC=C(N=N1)NC=1N=CC2=C(N1)C(=NC(=C2)[C@@H](C)O)N2CCCCC2